COC(=O)C1C2C=CC(C1)CC2 methylbicyclo[2.2.2]oct-5-ene-2-carboxylate